(1R,5S,6r)-3-methyl-N-(6-(pyridin-4-yl)benzo[d]thiazol-2-yl)-3-azabicyclo[3.1.0]hexane-6-carboxamide CN1C[C@H]2C([C@H]2C1)C(=O)NC=1SC2=C(N1)C=CC(=C2)C2=CC=NC=C2